N1=C(C=CC2=CC=CC=C12)C(=O)C1=NC2=CC=CC=C2C=C1 quinolyl keton